FC1(CN(C1)CC1=CC=C(C=C1)B1OC(C(O1)(C)C)(C)C)C 3-fluoro-3-methyl-1-[[4-(4,4,5,5-tetramethyl-1,3,2-dioxaborolan-2-yl)phenyl]methyl]azetidine